CC=1C=CC2=C3C(C(C(=C2C1)OC(=O)CC(C)C)=O)=C1C=CC=CC1=C(C3=O)OC(=O)CC(C)C 2-methyl-5,11-dioxo-6,12-bis(isobutylcarbonyloxy)naphthonaphthalene